N-(2-((2-(dimethylamino)ethyl)(methyl)amino)-5-((5-fluoro-4-(8-fluoro-3-isopropyl-2-methylimidazo[1,2-a]pyridine-6-yl)pyrimidin-2-yl)amino)-4-methoxyphenyl)acrylamide CN(CCN(C1=C(C=C(C(=C1)OC)NC1=NC=C(C(=N1)C=1C=C(C=2N(C1)C(=C(N2)C)C(C)C)F)F)NC(C=C)=O)C)C